C(C=C)(=O)OC[Si](OC)(OC)OC acryloyl-oxymethyltrimethoxysilan